N-[4-bromo-2-(1,3-dioxolan-2-yl)phenyl]cyclopropanecarboxamide BrC1=CC(=C(C=C1)NC(=O)C1CC1)C1OCCO1